C(#N)C1=CC=C(C=N1)COC1=CC=C(C(=N1)C1=CC(=C(CC2=NC3=C(N2C[C@H]2OCC2)C=C(C=C3F)C(=O)OCC)C=C1F)F)F Ethyl (S)-2-(4-(6-((6-cyanopyridin-3-yl) methoxy)-3-fluoropyridin-2-yl)-2,5-difluorobenzyl)-4-fluoro-1-(oxetan-2-ylmethyl)-1H-benzo[d]imidazole-6-carboxylate